C(CCCCCCCC)N(CCC1(CCC(CC1)(C(=O)[O-])CCN(CCCCCCCCC)CCN(CCCCCCCCC)CCCCCCCCC)C(=O)[O-])CCCCCCCCC 1-(2-(Dinonylamino)ethyl)4-(2-((2-(dinonylamino)ethyl)(nonyl)amino)ethyl)cyclohexane-1,4-dicarboxylate